ClC=1C=C2C(=CC1)NC(C21CCN(CC1)CCOC=1C=NC(=NC1)[C@@H](C)O)=O |o1:24| 5-chloro-1'-[2-((2-[(1R) or (1S)-1-hydroxyethyl]pyrimidin-5-yl)oxy)ethyl]-1,2-dihydrospiro[indole-3,4'-piperidin]-2-one